OC1=C(C=CC=C1)N1CCN(CC1)C(=O)C1=NN(C(C2=CC=CC=C12)=O)C(C)C 4-[[4-(2-hydroxyphenyl)-1-piperazinyl]carbonyl]-2-(1-methylethyl)-1(2H)-phthalazinone